FC(OC1=C(C(=CC(=C1)C=1N(N=C2C=C(C=C(C12)OC(F)F)C=1N=NN(C1)C)C)OC)C(=O)N1CC(C1)(O)C(F)F)F [2-(difluoromethoxy)-4-[4-(difluoromethoxy)-2-methyl-6-(1-methyltriazol-4-yl)indazol-3-yl]-6-methoxyphenyl]-[3-(difluoromethyl)-3-hydroxyazetidin-1-yl]methanone